7-chloro-8-iodo-5-(methylthio)imidazo[1,2-c]pyrimidine ClC1=C(C=2N(C(=N1)SC)C=CN2)I